[N+](=O)([O-])O[N+](=O)[O-] Nitrooxide